Cl.ClC1=C(C=CC=C1Cl)N1CCNCC1 2,3-dichlorophenyl-piperazine hydrochloride